ClC1=C(OC=2C=CC(NC2)=O)C(=CC(=C1)[N+](=O)[O-])Cl 5-(2,6-Dichloro-4-nitro-phenoxy)-pyridine-2(1H)-one